di-oleyl-dimethyl-ammonium chloride [Cl-].C(CCCCCCC\C=C/CCCCCCCC)[N+](C)(C)CCCCCCCC\C=C/CCCCCCCC